1,2-dihydropyridazine-3,6-dione N1NC(C=CC1=O)=O